rac-(3R*,4r,5S*)-4-(benzyloxy)hepta-1,6-diene-3,5-diol C(C1=CC=CC=C1)OC([C@@H](C=C)O)[C@H](C=C)O |r|